1,6-dichloro-4-(prop-1-en-2-yl)-2,7-diazanaphthalene ClC1=NC=C(C2=CC(=NC=C12)Cl)C(=C)C